CC1=CC=C(C=C1)S(=O)(=O)OC(C(=O)OCCOCCOCCOC(C(=C)OS(=O)(=O)C1=CC=C(C)C=C1)=O)=C triethylene glycol bis[2-(toluene-4-sulfonyloxy) acrylate]